C(C=C)C1C2C=CC(C1)C2 5-(2-propenyl)-2-norbornene